rac-(2r,3s,5r)-4-[[3-(3,4-difluoro-2-methoxy-phenyl)-5-methyl-5-(trifluoromethyl)tetrahydrofuran-2-carbonyl]amino]pyridine-2-carboxylic acid methyl ester COC(=O)C1=NC=CC(=C1)NC(=O)[C@@H]1O[C@](C[C@H]1C1=C(C(=C(C=C1)F)F)OC)(C(F)(F)F)C |r|